1-(4-(5-(1-(2-hydroxyethyl)-1H-pyrazolo[3,4-b]pyridin-4-yl)pyridin-3-yl)phenyl)pyrrolidin-2-one OCCN1N=CC=2C1=NC=CC2C=2C=C(C=NC2)C2=CC=C(C=C2)N2C(CCC2)=O